The molecule is a 4-O-[(E)-2-methyl-2-butenoyl]ascaroside derived from (8R)-8-hydroxynonanoic acid. It is a metabolite of the nematode Caenorhabditis elegans. It has a role as a Caenorhabditis elegans metabolite. It is a 4-O-[(E)-2-methyl-2-butenoyl]ascaroside and a monocarboxylic acid. It derives from an ascr#10 and an (8R)-8-hydroxynonanoic acid. C/C=C(\\C)/C(=O)OC1CC(C(OC1C)OC(C)CCCCCCC(=O)O)O